2-(2-methoxyphenyl)-4-(3-methoxyphenyl)-5-(pyridin-3-ylmethyl)-1H-pyrazolo[4,3-c]pyridine-3,6(2h,5h)-dione COC1=C(C=CC=C1)N1NC=2C(=C(N(C(C2)=O)CC=2C=NC=CC2)C2=CC(=CC=C2)OC)C1=O